NC1=NC=NN2C1=C(C=C2C=2C=C(C(=NC2)OC)NC(=O)N2OCC[C@H]2C2=CC=CC=C2)C(F)(F)F (S)-N-(5-(4-amino-5-(trifluoromethyl)pyrrolo[2,1-f][1,2,4]triazin-7-yl)-2-methoxypyridin-3-yl)-3-phenylisooxazolidine-2-carboxamide